N1=C(C=CC=C1)CN(CC1=NC=CC=C1)CC1=NC=C(C(=O)N(C)CCCCCC)C=C1 (2R,3R,4R,5S)-6-(6-((bis(pyridin-2-ylmethyl)amino)methyl)-N-methylnicotinamido)hexane